(Sa)-6-(1-(4-((1R,5S)-3-azabicyclo[3.1.0]hexan-3-yl)benzyl)-4-chloro-1H-indazole-7-carboxamido)spiro[3.3]heptane-2-carboxylic acid [C@@H]12CN(C[C@H]2C1)C1=CC=C(CN2N=CC3=C(C=CC(=C23)C(=O)NC2CC3(CC(C3)C(=O)O)C2)Cl)C=C1